Tert-butyl-4-[1-(2,6-dioxo-3-piperidyl)-3,5-dimethyl-2-oxo-benzimidazol-4-yl]piperidine-1-carboxylate C(C)(C)(C)OC(=O)N1CCC(CC1)C1=C(C=CC=2N(C(N(C21)C)=O)C2C(NC(CC2)=O)=O)C